BrC=1N=C(C2=C(N1)C=CO2)N2CCOCC2 2-bromo-4-morpholino-furo[3,2-d]pyrimidine